CC=1C=2N(C=CC1)N=CC2CO (4-methylpyrazolo[1,5-a]pyridin-3-yl)methanol